C(\C=C/C)=O cis-crotonaldehyde